C(C)(=O)O[BH-](OC(C)=O)OC(C)=O.[Na+].O=C1CN(C1)C(=O)OC(C)(C)C tert-butyl 3-oxoazetidine-1-carboxylate Sodium triacetoxyborohydride